BrC1=CC2=C(N=C(S2)C2=C3C=C(N=CC3=C(N=C2)NC)NC(=O)C2CC2)C=C1 N-(5-(6-bromobenzo[d]thiazol-2-yl)-8-(methylamino)-2,7-naphthyridin-3-yl)cyclopropanecarboxamide